ClC1=CC=C(C=C1)C1=C(COC(C1)(C)C)CN1CCN(CC1)CCNC1=C2C(N(C(=NC2=CC=C1)C)C1C(NC(CC1)=O)=O)=O 3-(5-((2-(4-((4-(4-chlorophenyl)-6,6-dimethyl-5,6-dihydro-2H-pyran-3-yl)methyl)piperazin-1-yl)ethyl)amino)-2-methyl-4-oxoquinazolin-3(4H)-yl)piperidine-2,6-dione